ClC1=CC=C(C=C1)[C@@]1(N(C(C2=CC(=CC(=C12)F)[C@@](CC)(O)C1CCN(CC1)C(C(=O)O)C)=O)CC1=CC=C(C=C1)Cl)OC {4-[(1S)-1-[(1R)-1-(4-chlorophenyl)-2-[(4-chlorophenyl)methyl]-7-fluoro-1-methoxy-3-oxo-2,3-dihydro-1H-isoindol-5-yl]-1-hydroxypropyl]piperidin-1-yl}propanoic acid